CC1=NC(=NC(=C1)C)[C@H]1[C@@H](CC1)C=1NC(C2=C(N1)N(N=C2C#N)[C@@H](C)C=2C=NC(=CC2)C(F)(F)F)=O 6-((1R,2R)-2-(4,6-dimethylpyrimidin-2-yl)cyclobutyl)-4-oxo-1-((S)-1-(6-(trifluoromethyl)pyridin-3-yl)ethyl)-4,5-dihydro-1H-pyrazolo[3,4-d]pyrimidine-3-carbonitrile